BrC=1C=C2C(=C(C(N(C2=CC1)C)=O)C#N)N1CCC(CC1)(C=1OC2=C(N1)C=C(C=C2)C)C 6-bromo-1-methyl-4-[4-methyl-4-(5-methyl-1,3-benzoxazol-2-yl)piperidin-1-yl]-2-oxo-1,2-dihydroquinoline-3-carbonitrile